methacryloyl-L-lysine anhydride C(C(=C)C)(=O)N[C@@H](CCCCN)C(=O)OC([C@@H](NC(C(=C)C)=O)CCCCN)=O